C(C)(C)(C)OC(=O)N1CCC(=CC1)C=1SC(=CN1)C(=O)NC1=CC=C(C=C1)C=1CCN(CC1)C(=O)OC(C)(C)C tert-butyl 4-[4-(2-{1-[(tert-butoxy)carbonyl]-1,2,3,6-tetrahydropyridin-4-yl}-1,3-thiazole-5-amido)phenyl]-1,2,3,6-tetrahydropyridine-1-carboxylate